CN1N=CC=C1[C@H]1N(CCCC1)C(C(=O)NC=1C=NC=C(C(=O)N)C1)=O |o1:6| rel-(S)-5-(2-(2-(1-methyl-1H-pyrazol-5-yl)piperidin-1-yl)-2-oxoacetamido)nicotinamide